ClC=1C(=NN(C1NC(C1=C(C=CC=C1)NC1=CC(=CC=C1)C(F)(F)F)=O)C)C(F)(F)F N-(4-chloro-1-methyl-3-(trifluoromethyl)-1H-pyrazol-5-yl)-2-((3-trifluoromethylphenyl)amino)benzamide